FC1=C(C=CC(=C1)CN1CCCC1)C=1SC(=C(N1)C(NCC1=C(C=CC=C1)C(F)(F)F)=O)NC(OC(C)(C)C)=O tert-butyl N-(2-{2-fluoro-4-[(pyrrolidin-1-yl)methyl]phenyl}-4-({[2-(trifluoromethyl)phenyl]methyl}carbamoyl)-1,3-thiazol-5-yl)carbamate